(tert-butyl)-5-(5-chloroisoindolin-2-yl)-N-(3-methoxyphenyl)-7-(1H-pyrazol-4-yl)pyrazolo[1,5-a]pyrimidine-2-carboxamide C(C)(C)(C)C=1C(=NN2C1N=C(C=C2C=2C=NNC2)N2CC1=CC=C(C=C1C2)Cl)C(=O)NC2=CC(=CC=C2)OC